C(C)N1N=C(NC1=O)C 2-ethyl-5-methyl-2,4-dihydro-3H-1,2,4-triazol-3-one